(3-aminopiperidin-1-yl)-6-(6-(trifluoromethyl)pyridin-2-yl)-N-(2-(trifluoromethyl)pyridin-4-yl)-1,3,5-triazin-2-amine NC1CN(CCC1)C1=NC(=NC(=N1)C1=NC(=CC=C1)C(F)(F)F)NC1=CC(=NC=C1)C(F)(F)F